[7-(3-amino-1-methyl-indazol-5-yl)pyrazolo[1,5-a]pyridin-3-yl]-(1-piperidyl)methanone NC1=NN(C2=CC=C(C=C12)C1=CC=CC=2N1N=CC2C(=O)N2CCCCC2)C